FC=1C=CC(=NC1)C1=NNC2=NC=CC=C21 5-fluoro-2-[1H-pyrazolo[3,4-b]pyridin-3-yl]pyridine